CN1C(=C(C(C=C1)=O)O)C 1,2-Dimethyl-3-hydroxypyridin-4-one